C1(CC1)N1C(NC2=C(C1=O)C=C(O2)CN2CCN(CC2)C=2C=CC(=NC2)C(=O)NC)=O 5-(4-((3-cyclopropyl-2,4-dioxo-1,2,3,4-tetrahydrofuro[2,3-d]pyrimidin-6-yl)methyl)piperazin-1-yl)-N-methylpicolinamide